CN(CCCN)CCCN N-methyl-bis(3-aminopropyl)amine